C(#N)C=1C(=CC=NC1)NC(CSC)C 5-cyano-4-((1-(methylthio)propan-2-yl)amino)pyridin